ClC=1C=C(C=C(C1OC1=NNC(C2=CC(=C(C=C12)Cl)Cl)=O)Cl)N1C(NC(C(=C1)C#N)=O)=O 1-(3,5-dichloro-4-((6,7-dichloro-4-oxo-3,4-dihydrophthalazin-1-yl)oxy)phenyl)-2,4-dioxo-1,2,3,4-tetrahydropyrimidine-5-carbonitrile